N[C@@H](CCCCCN)C(=O)O L-Homolysine